COCCO[C@@H]1C[C@H](C1)NC1=NN2C(C=N1)=C(C=C2)C=2C=C1C=CC=NC1=CC2 N-(trans-3-(2-methoxyethoxy)cyclobutyl)-5-(quinolin-6-yl)pyrrolo[2,1-f][1,2,4]triazin-2-amine